COC1=C(C(=O)NC)C(=CC=N1)NC1=C(C(=CC=C1)C1=NN(N=C1)C)OC methoxy-4-((2-methoxy-3-(2-methyl-2H-1,2,3-triazol-4-yl)phenyl)amino)-N-methylnicotinamide